FC=1C=C(C=CC1)[C@H]1N(CC[C@H](C1)NC)C(=O)N1CC2(CCCC2)[C@@H](CC1)CN1C(C=C(C=C1)C1=CC=CC=C1)=O 1-(((R)-7-((2S,4R)-2-(3-Fluorophenyl)-4-(methylamino)piperidine-1-carbonyl)-7-azaspiro[4.5]decan-10-yl)methyl)-4-phenylpyridin-2(1H)-one